3,5,6,7,8,3',4'-heptamethoxyflavone COC1=C(OC2=C(C(=C(C(=C2C1=O)OC)OC)OC)OC)C1=CC(=C(C=C1)OC)OC